(2-(4-(Trifluoromethyl)phenyl)thiazol-4-yl)methanol FC(C1=CC=C(C=C1)C=1SC=C(N1)CO)(F)F